FC(C1=CC=C(C=C1)C1=C(C=CC=C1)NC(=O)C1=C(N=C(S1)C)C(F)F)(F)F N-(4'-trifluoromethyl-biphenyl-2-yl)-4-difluoromethyl-2-methylthiazole-5-carboxamide